[5-[3-[(5-bromo-2-pyridyl)oxy]cyclobutoxy]-2,2-difluoro-pentyl] trifluoromethanesulfonate FC(S(=O)(=O)OCC(CCCOC1CC(C1)OC1=NC=C(C=C1)Br)(F)F)(F)F